isopropyl (4-(5-(4-(3-benzylureido)-2-(N-(tert-butyl)sulfamoyl)phenyl)thiazol-2-yl)bicyclo[2.2.2]octan-1-yl)carbamate C(C1=CC=CC=C1)NC(NC1=CC(=C(C=C1)C1=CN=C(S1)C12CCC(CC1)(CC2)NC(OC(C)C)=O)S(NC(C)(C)C)(=O)=O)=O